[Cl-].C[N+](CCC[Si](OC)(OC)OC)(CCCCCCCCCCCCCCCCCC)C dimethyloctadecyl-(3-trimethoxysilyl-propyl)-ammonium chloride